CSC=1C=NN(C1)C1(CN(C1)C=1C=2N(C=CC1)N=C(N2)NC=2C=NNC2)CC#N 2-[3-(4-methylsulfanylpyrazol-1-yl)-1-[2-(1H-pyrazol-4-ylamino)-[1,2,4]triazolo[1,5-a]pyridin-8-yl]azetidin-3-yl]acetonitrile